3-Bromo-5-iodoaniline hydrochloride Cl.BrC=1C=C(N)C=C(C1)I